[4-(aminomethyl)phenyl]methanol NCC1=CC=C(C=C1)CO